C(C=C)N1NC2=NC(=NC=C2C1=O)SC 2-allyl-6-(methylthio)-1H-pyrazolo[3,4-d]pyrimidin-3(2H)-one